[Na+].OC(CP([O-])(=O)[O-])P([O-])(=O)[O-].[Na+].[Na+].[Na+] 1-hydroxyethanediphosphonic acid, sodium salt